ClC1=NC2=CC=C(C=C2C(=C1)NCCC1=CC=C(C=C1)[N+](=O)[O-])Cl 2,6-Dichloro-N-(4-nitrophenethyl)chinolin-4-amin